N-(6-amino-5-ethyl-3-pyridyl)-2-[(2S,5R)-5-methyl-2-(1H-thieno[3,2-c]pyrazol-5-yl)-1-piperidyl]-2-oxo-acetamide NC1=C(C=C(C=N1)NC(C(=O)N1[C@@H](CC[C@H](C1)C)C1=CC=2NN=CC2S1)=O)CC